C(#N)[C@H](C[C@@H]1OC2=C(NC1=O)C=C(C=C2)F)N(C(OC(C)(C)C)=O)C tert-butyl N-[(1S)-1-cyano-2-[(2S)-6-fluoro-3-oxo-4H-1,4-benzoxazin-2-yl]ethyl]-N-methyl-carbamate